1-(6-tert-butyl-2,3-dihydrobenzo[1,4]dioxin-2-ylmethyl)-3,3-dimethyl-piperidine C(C)(C)(C)C1=CC2=C(OC(CO2)CN2CC(CCC2)(C)C)C=C1